NC1=CC(=NC=N1)OC12CCC(CC1)(C2)N2C(N(CC2=O)C2=CC(=CC=C2)C(F)(F)F)=O 3-{4-[(6-amino-4-pyrimidinyl)oxy]bicyclo[2.2.1]hept-1-yl}-1-[3-(trifluoromethyl)phenyl]-2,4-imidazolidinedione